C1(CC1)N1C(=NC2=C1C=C(C(=C2)F)F)C=2C(=NC=NC2)N(C)C 5-(1-Cyclopropyl-5,6-difluoro-1H-benzo[d]imidazol-2-yl)-N,N-dimethylpyrimidin-4-amin